N1=NC(=CC2=C1C1=C(CCC2)C=CC=C1)N1N=C(N=C1N)NC1=CC=C(C=C1)C(=O)NCCN1CCCC1 1-(6,7-dihydro-5H-benzo[6,7]cyclohepta[1,2-c]pyridazin-3-yl)-N3-(4-((2-pyrrolidin-1-ylethyl)aminocarbonyl)phenyl)-1H-1,2,4-triazole-3,5-diamine